N-(bis(4-(tributylsilyl)phenyl)phosphaneyl)-N-cyclohexyl-1,1-bis(dibenzo[b,d]furan-4-yl)phosphanamine C(CCC)[Si](C1=CC=C(C=C1)P(N(P(C1=CC=CC2=C1OC1=C2C=CC=C1)C1=CC=CC2=C1OC1=C2C=CC=C1)C1CCCCC1)C1=CC=C(C=C1)[Si](CCCC)(CCCC)CCCC)(CCCC)CCCC